5-(4-(2-(2-(4-(3-(4-chloro-3-ethyl-1H-pyrrolo[2,3-b]pyridin-5-yl)phenyl)-3-oxopiperazin-1-yl)ethoxy)ethyl)piperazin-1-yl)-2-(2,6-dioxopiperidin-3-yl)-6-fluoroisoindoline-1,3-dione ClC1=C2C(=NC=C1C=1C=C(C=CC1)N1C(CN(CC1)CCOCCN1CCN(CC1)C=1C=C3C(N(C(C3=CC1F)=O)C1C(NC(CC1)=O)=O)=O)=O)NC=C2CC